CC1CCN(CC1)C1C[C@H]2CC[C@@H](C1)N2 (1R,3r,5S)-3-(4-methylpiperidin-1-yl)-8-azabicyclo[3.2.1]octane